C1(CCCC1)C=1C=2N(N=C(C1)N1C(NC(C=C1)=O)=O)C=CN2 (8-cyclopentylimidazo[1,2-b]pyridazin-6-yl)pyrimidine-2,4(1H,3H)-dione